FC=1C(=CC(=C(NCC#CC=2C=C(C3=C(N(C=N3)CC(F)(F)F)C2)C(=O)N[C@@H]2[C@H](CN(CC2)C2COC2)C)C1)OC)S(=O)(=O)C 6-[3-(5-fluoro-2-methoxy-4-methylsulfonyl-anilino)prop-1-ynyl]-N-[(3S,4S)-3-methyl-1-(oxetan-3-yl)-4-piperidyl]-1-(2,2,2-trifluoroethyl)benzimidazole-4-carboxamide